FC(C(F)(F)F)(O[Si](OC(C(F)(F)F)(F)F)(OC(C(F)(F)F)(F)F)C(C(F)(F)F)(F)F)C(C(C(C(C(C(F)(F)F)(F)F)(F)F)(F)F)(F)F)(F)F perfluorohexyl-ethyl-triethoxysilane